FC(C=1C=C(C=C(C1)C(F)(F)F)C1=NC=NN1C=1N(C(=C(N1)C#N)C#N)C)(F)F 2-(5-(3,5-bis(trifluoromethyl)phenyl)-1H-1,2,4-triazol-1-yl)-1-methyl-1H-imidazole-4,5-dicarbonitrile